C(CCC)[Sn](C1=CC(=CC(=C1)[N+](=O)[O-])C)(CCCC)CCCC tributyl(3-methyl-5-nitro-phenyl)stannane